(5-(4-isopropylphenyl)-1-methyl-1H-1,2,4-triazol-3-yl)(spiro[isochroman-1,4'-piperidin]-1'-yl)methanone C(C)(C)C1=CC=C(C=C1)C1=NC(=NN1C)C(=O)N1CCC2(CC1)OCCC1=CC=CC=C12